NC1=NC=2C=C(C=CC2C2=C1COC2)CN(C(=O)C=2C=NC(=CC2)C2CC2)C=2C(=NC=CC2)S(=O)(=O)C N-({4-amino-1H,3H-furo[3,4-c]quinolin-7-yl}methyl)-6-cyclopropyl-N-(2-methanesulfonylpyridin-3-yl)pyridine-3-carboxamide